3-(1-(3-(5-(3-((4-(5-(2,6-dioxopiperidin-3-yl)pyridin-2-yl)piperazine-1-yl)methyl)phenyl)pyrimidin-2-yl)benzyl)-6-oxo-1,6-dihydropyridazin-3-yl)benzonitrile O=C1NC(CCC1C=1C=CC(=NC1)N1CCN(CC1)CC=1C=C(C=CC1)C=1C=NC(=NC1)C=1C=C(CN2N=C(C=CC2=O)C=2C=C(C#N)C=CC2)C=CC1)=O